3-bromo-1-methyl-4-(trifluoromethyl)pyrazole BrC1=NN(C=C1C(F)(F)F)C